3-(4-((cyclobutylmethyl)((1r,4r)-4-((3,3,3-trifluoropropyl)amino)cyclohexyl)amino)-1-oxoisoindolin-2-yl)piperidine-2,6-dione C1(CCC1)CN(C1=C2CN(C(C2=CC=C1)=O)C1C(NC(CC1)=O)=O)C1CCC(CC1)NCCC(F)(F)F